BrC1=CC=CC(=N1)N 6-Bromopyridin-2-ylamin